NC=1N=C(C2=C(N1)NC=C2)OC2=CC=C(C=C2)NC(=O)N[C@@H](COCC2=CC=CC=C2)C(=O)O N-((4-((2-amino-7H-pyrrolo[2,3-d]pyrimidin-4-yl)oxy)phenyl)carbamoyl)-O-benzyl-L-serine